6-(2-(3-(3-chloropyridin-4-yl)-5-cyclopropylisoxazol-4-yl)-7-azaspiro[3.5]non-1-en-7-yl)quinoline-2-carboxylic acid ClC=1C=NC=CC1C1=NOC(=C1C1=CC2(C1)CCN(CC2)C=2C=C1C=CC(=NC1=CC2)C(=O)O)C2CC2